C(C)N1N=NC2=C1C=CC(=C2C)C(CC(=O)O)C2=CC=C1CCN(CC1=C2)C(=O)C=2C=C1C=CNC1=CC2 3-(1-ethyl-4-methyl-benzotriazol-5-yl)-3-[2-(1H-indole-5-carbonyl)-3,4-dihydro-1H-isoquinolin-7-yl]propanoic acid